COC(=O)C1=CC=C(C=C1)C1NCCCC1 2-(4-(methoxycarbonyl)phenyl)piperidine